CC1=C(C=C(C=C1)C)C1=CC(=CC(=N1)NS(=O)(=O)C1=CC=CC=C1)C N-[6-(2,5-Dimethylphenyl)-4-methyl-2-pyridyl]benzenesulfonamide